1-Amino-3-aminomethyl-3,5,5-Trimethylcyclohexan NC1CC(CC(C1)(C)C)(C)CN